4-(diisopentenylamino)cyclohexanone C(CC(=C)C)N(C1CCC(CC1)=O)CCC(=C)C